C(C)OCC=1OC(=CC1)COCC 2,5-diethoxymethyl-furan